BrC1=CN(C2=C(C=CC=C12)C(=O)N(C)C)S(=O)(=O)C1=CC=C(C)C=C1 3-Bromo-N,N-dimethyl-1-tosyl-1H-indole-7-carboxamide